5-chloro-1-(2,6-difluorobenzyl)-4-(2-methoxyethenyl)-1H-pyrazole-3-carboxylic acid ethyl ester C(C)OC(=O)C1=NN(C(=C1C=COC)Cl)CC1=C(C=CC=C1F)F